(Z)-1-(3-(2-(1-methoxyethyl)-5-methylphenyl)-4-oxothiazolidin-2-ylidene)-3-(2-methyl-4-(1-(4-(trifluoromethyl)phenyl)-1H-imidazol-4-yl)phenyl)urea COC(C)C1=C(C=C(C=C1)C)N1/C(/SCC1=O)=N/C(=O)NC1=C(C=C(C=C1)C=1N=CN(C1)C1=CC=C(C=C1)C(F)(F)F)C